2'-Chloro-N-(5-(5-cyano-3-methyl-picolinoyl)-5,6-dihydro-4H-pyrrolo[3,4-d]thiazol-2-yl)-5'-methoxy-6-methyl-[4,4'-bipyridine]-3-carboxamide ClC1=NC=C(C(=C1)C1=C(C=NC(=C1)C)C(=O)NC=1SC2=C(N1)CN(C2)C(C2=NC=C(C=C2C)C#N)=O)OC